N1C(=CC=2C1=NC=CC2)CO (1H-pyrrolo[2,3-b]pyridin-2-yl)methanol